(1,4-phenylenebis(ethyne-2,1-diyl))bis(2-(acetoxymethyl)-3,6-dihydro-2H-pyran-6,3-diyl) diacetate C(C)(=O)OC1C(OC(C=C1)C#CC1=CC=C(C=C1)C#CC1C=CC(C(O1)COC(C)=O)OC(C)=O)COC(C)=O